(6S)-4-(4-chlorophenyl)-N-[1-[[[(2E)-3-(3-pyridinyl)-1-oxo-2-propen-1-yl]amino]ethyl]piperidin-4-yl]-2,3,9-trimethyl-6H-thieno[3,2-f][1,2,4]triazolo[4,3-a][1,4]diazepine-6-acetamide ClC1=CC=C(C=C1)C1=N[C@H](C=2N(C3=C1C(=C(S3)C)C)C(=NN2)C)CC(=O)NC2CCN(CC2)CCNC(\C=C\C=2C=NC=CC2)=O